tert-butyl (2-(2-(2-(2-(1-(2-(2-methoxyethoxy)ethyl)-1H-1,2,3-triazol-4-yl)ethoxy)ethoxy)ethoxy)ethyl)carbamate COCCOCCN1N=NC(=C1)CCOCCOCCOCCNC(OC(C)(C)C)=O